glycyl-phenylalanyl-lysine NCC(=O)N[C@@H](CC1=CC=CC=C1)C(=O)N[C@@H](CCCCN)C(=O)O